O1N=C(C2=C1C=CC=C2)C(C)S(=O)(=O)N(CC2=C(C=C(C=C2)OC)OC)CC2=C(C=C(C=C2)OC)OC 1-(1,2-benzoxazol-3-yl)-N,N-bis[(2,4-dimethoxyphenyl)methyl]ethane-1-sulfonamide